7-formyl-3,3-dimethyl-N-(3-((1s,3s)-3-methyl-1-(4-methyl-4H-1,2,4-triazol-3-yl)cyclobutyl)phenyl)-2,3-dihydrofuro[3,2-b]pyridine-5-carboxamide C(=O)C1=C2C(=NC(=C1)C(=O)NC1=CC(=CC=C1)C1(CC(C1)C)C1=NN=CN1C)C(CO2)(C)C